dodecyl ether sulfate S(=O)(=O)(O)O.C(CCCCCCCCCCC)OCCCCCCCCCCCC